CN1CCNCC(C1)NC(OC(C)(C)C)=O tertbutyl N-(1-methyl-1,4-diazepan-6-yl)carbamate